FC(C1=CC(=C(C=C1)C1CCN(CC1)C(CN1N=C(C2=C1CCC2)C(=O)N2C[C@H](O[C@H](C2)C)C)=O)F)F 1-{4-[4-(Difluoromethyl)-2-fluorophenyl]piperidin-1-yl}-2-{3-[(2R,6S)-2,6-dimethylmorpholin-4-carbonyl]-5,6-dihydrocyclopenta[c]pyrazol-1(4H)-yl}ethan-1-on